(R or S)-N-((S)-(3-chloro-2,4-difluorophenyl)((trans)-3-(trifluoromethyl)cyclobutyl)methyl)-3-oxo-2-(trifluoromethyl)piperazine-1-carboxamide ClC=1C(=C(C=CC1F)[C@@H](NC(=O)N1[C@H](C(NCC1)=O)C(F)(F)F)[C@@H]1C[C@H](C1)C(F)(F)F)F |o1:13|